FC1=CC=C(C=C1)N1C(CC(C1)C(=O)N1CCC(CC1)C1=C2C(=NC=C1)NC(=N2)C2CCOCC2)=O (4-fluorophenyl)-4-[4-(2-tetrahydropyran-4-yl-3H-imidazo[4,5-b]pyridin-7-yl)piperidine-1-carbonyl]pyrrolidin-2-one